2-(1-methyl-2-phenyl-1,2,3,4-tetrahydroquinoline-7-yl)-7-(1-methylpiperidin-4-yl)pyrazolo[1,5-a]pyrimidine-3-carbonitrile CN1C(CCC2=CC=C(C=C12)C1=NN2C(N=CC=C2C2CCN(CC2)C)=C1C#N)C1=CC=CC=C1